C1(=CC=CC=C1)N1C(=NC2=C1C=CC=C2)C=2C(=C(C#N)C(=C(C2N2C1=CC=CC=C1C=1C=C(C=CC21)C2=CC=CC=C2)N2C1=CC=CC=C1C=1C=C(C=CC21)C2=CC=CC=C2)N2C1=CC=CC=C1C=1C=C(C=CC21)C2=CC=CC=C2)N2C1=CC=CC=C1C=1C=C(C=CC21)C2=CC=CC=C2 3-(1-phenyl-1H-benzo[d]imidazol-2-yl)-2,4,5,6-tetrakis(3-phenyl-9H-carbazol-9-yl)benzonitrile